Cl.COC(=O)[C@@H]1NC[C@@H](C1)O.FC=1C=C(C=C(C1)F)C=1C(=NN(C(C1)=O)CC(=O)NC1=NC=C(C=N1)F)OC 2-[4-(3,5-difluorophenyl)-3-methoxy-6-oxopyridazin-1-yl]-N-(5-fluoropyrimidin-2-yl)acetamide methyl-(2R,4R)-4-hydroxypyrrolidine-2-carboxylate hydrochloride